1-ethyl-3-(5-fluoro-6-((4-(2-methyl-6-(1H-pyrazol-1-yl)pyridin-3-yl)piperazin-1-yl)methyl)pyrimidin-4-yl)urea 2,2,2-trifluoroacetate FC(C(=O)O)(F)F.C(C)NC(=O)NC1=NC=NC(=C1F)CN1CCN(CC1)C=1C(=NC(=CC1)N1N=CC=C1)C